ClC=1C2=CNN=C2C(=CC1)Cl 4,7-dichloro-2H-indazole